(S,E)-N-((6-bromoisochroman-8-yl)methylene)-2-methylpropane-2-sulfonamide BrC=1C=C2CCOCC2=C(C1)\C=N\S(=O)(=O)C(C)(C)C